C1(CCCCC1)CCN 2-cyclohexylethane-1-amine